tert-butyl 4-(1-(5-((2-chlorobenzyl)oxy)pyridin-3-yl)-1H-pyrazol-4-yl)piperidine-1-carboxylate ClC1=C(COC=2C=C(C=NC2)N2N=CC(=C2)C2CCN(CC2)C(=O)OC(C)(C)C)C=CC=C1